6-[2-[[4,8-difluoro-2-(methylaminomethyl)-3,5,6,7-tetrahydrocyclopenta[f]benzimidazol-6-yl]methylamino]-6-oxo-5-oxa-7-azaspiro[3.4]octan-7-yl]-4H-pyrazino[2,3-b][1,4]oxazin-3-one FC1=C2C(=C(C=3N=C(NC31)CNC)F)CC(C2)CNC2CC3(C2)OC(N(C3)C3=NC2=C(OCC(N2)=O)N=C3)=O